2-Bromo-4-methyl-6,7-dihydro-5H-cyclopenta[1,2-b]pyridine-3-carbonitrile BrC1=C(C(=C2C(=N1)CCC2)C)C#N